C[C@H]1N[C@@H](COC1)C R,R-3,5-dimethyl-morpholine